(1S,4S,5R)-5-[[5-cyclopropyl-3-(2,6-dichlorophenyl)-1,2-oxazol-4-yl]methoxy]-2-azabicyclo[2.2.1]heptane hydroiodide salt I.C1(CC1)C1=C(C(=NO1)C1=C(C=CC=C1Cl)Cl)CO[C@H]1[C@@H]2CN[C@H](C1)C2